3-HYDROXYQUINOLINE-2-BORONIC ACID OC=1C(=NC2=CC=CC=C2C1)B(O)O